tert-butyl 4-((4-(chloromethyl)phenyl)sulfonyl)piperazine-1-carboxylate ClCC1=CC=C(C=C1)S(=O)(=O)N1CCN(CC1)C(=O)OC(C)(C)C